Tert-butyl (2R)-2-[[2-(4,6-dimethylpyrimidin-5-yl)-4-(2-fluoropentanoylamino)phenoxy]methyl]piperidine-1-carboxylate CC1=NC=NC(=C1C1=C(OC[C@@H]2N(CCCC2)C(=O)OC(C)(C)C)C=CC(=C1)NC(C(CCC)F)=O)C